2-(4-Nitro-1H-pyrazol-3-yl)acetaldehyde hydrochloride Cl.[N+](=O)([O-])C=1C(=NNC1)CC=O